dihydroxymethylalanine trisodium [Na].[Na].[Na].OC(O)N[C@@H](C)C(=O)O